[Co].[Ti] Titanium-Cobalt